2-(2,8-dimethylimidazo[1,2-b]pyridazin-6-yl)-6-[(2R,4S)-1,2-dimethyl-4-piperidyl]pyrido[2,3-d]pyridazin-5-one CC=1N=C2N(N=C(C=C2C)C=2C=CC3=C(C=NN(C3=O)[C@@H]3C[C@H](N(CC3)C)C)N2)C1